C(C1=CC=CC=C1)OC1CCN(CC1)CCN1N=CC2=C1C(N(CCO2)C2=C(C=C(C=C2)C2=NC1=CC=C(C=C1C=N2)C(F)(F)F)C)=O 1-(2-(4-(benzyloxy)piperidin-1-yl)ethyl)-7-(2-methyl-4-(6-(trifluoro-methyl)quinazolin-2-yl)phenyl)-6,7-dihydro-1H-pyrazolo[3,4-f][1,4]oxazepin-8(5H)-one